[Zn].C(C)C1=C(C=2C=C3C(=C(C(=CC=4C(=C(C(=CC5=C(C(=C(N5)C=C1N2)CC)CC)N4)CC)CC)N3)CC)CC)CC Octaethylporphine zinc